N-(4-(4-((5-(2,6-diazaspiro[3.3]heptan-2-yl)pyridin-2-yl)amino)-5-oxo-5,6-dihydro-1,6-naphthyridin-2-yl)-2-fluorophenyl)cyclohexane-carboxamide C1N(CC12CNC2)C=2C=CC(=NC2)NC2=CC(=NC=1C=CNC(C21)=O)C2=CC(=C(C=C2)NC(=O)C2CCCCC2)F